SCC(=O)OCC(COC(CS)=O)(COCC(COC(CS)=O)(COC(CS)=O)COC(CS)=O)COC(CS)=O dipentaerythritol hexa(mercaptoacetate)